tert-butyl ((1r,4r)-4-(2-aminopropan-2-yl)cyclohexyl)carbamate NC(C)(C)C1CCC(CC1)NC(OC(C)(C)C)=O